ClC1=CC2=C(N(C(C(N2C)=O)=O)C2CCN(CC2)C2=NC=C(C=N2)CNCC(=O)NC)N=C1 2-(((2-(4-(7-chloro-1-methyl-2,3-dioxo-2,3-dihydropyrido[2,3-b]pyrazin-4(1H)-yl)piperidin-1-yl)pyrimidin-5-yl)methyl)amino)-N-methylacetamide